4-((2-(6,8-dioxa-2-azaspiro[3.5]nonan-7-yl)ethyl)(4-ethoxy-2,3-difluorobenzyl)amino)benzonitrile C1NCC12COC(OC2)CCN(C2=CC=C(C#N)C=C2)CC2=C(C(=C(C=C2)OCC)F)F